copper(I) butyrate C(CCC)(=O)[O-].[Cu+]